C(C)NC(C(C(F)(F)F)(O)C1=CC=C(C=C1)C=1N=C(N(C1)COCC[Si](C)(C)C)C(=O)OCC)=O ethyl 4-(4-(3-(ethylamino)-1,1,1-trifluoro-2-hydroxy-3-oxopropan-2-yl)phenyl)-1-((2-(trimethyl silyl)ethoxy)methyl)-1H-imidazole-2-carboxylate